(RS)-2-ethylhexyl 2-hydroxybenzoate OC1=C(C(=O)OC[C@@H](CCCC)CC)C=CC=C1 |r|